C(C)(=O)N1CCC2(CC1)COC1=CC=3C(N(CC3C=C12)C1C(NC(CC1)=O)=O)=O 3-{1'-acetyl-7-oxo-2,5,6,7-tetrahydrospiro[furo[2,3-f]isoindole-3,4'-piperidine]-6-yl}piperidine-2,6-dione